OC=1C(=NC=C(C(=O)O[C@@H]2[C@H](OC3=CC(=CC(=C3C2)O)O)C2=CC(=C(C(=C2)O)O)O)C1)O (2R,3S)-5,7-dihydroxy-2-(3,4,5-trihydroxyphenyl)chroman-3-yl 5,6-dihydroxynicotinate